ethyl-[(4-fluorophenyl) methyl] sulfide C(C)SCC1=CC=C(C=C1)F